C1=CC=CC=2C3=CC=CC=C3C(C12)COC(=O)N(C)C(C(=O)O)CCCC ({[(9H-fluoren-9-yl)methoxy]carbonyl}(methyl)amino)hexanoic acid